OC1[C@H](NCCN(C1)C(=O)OCC1=CC=CC=C1)C benzyl (5R)-6-hydroxy-5-methyl-1,4-diazepane-1-carboxylate